2,4,5-trihydroxybenzenesulfonic acid OC1=C(C=C(C(=C1)O)O)S(=O)(=O)O